OC1=C(C=CC(=C1)C(F)(F)F)C1=C(C=C(N=N1)N[C@H]1CN(CCC1)CCN1CC(C1)O)C {2-[(3R)-3-({6-[2-hydroxy-4-(trifluoromethyl)phenyl]-5-methylpyridazin-3-yl}amino)piperidin-1-yl]ethyl}azetidin-3-ol